methyl 2-acetyl-4-methoxy-3-oxobutanoate C(C)(=O)C(C(=O)OC)C(COC)=O